(R)-4-(3-(1-acryloylpyrrolidin-3-yl)-5-ethoxyimidazo[1,5-a]pyrazin-1-yl)-N-(pyridin-2-yl)benzamide C(C=C)(=O)N1C[C@@H](CC1)C1=NC(=C2N1C(=CN=C2)OCC)C2=CC=C(C(=O)NC1=NC=CC=C1)C=C2